BrC1=CC=C(C=C1)[C@@H]1N(C[C@H](N(C1)C(C(C)C)=O)C)C(=O)OC(C)(C)C tert-butyl (2S,5R)-2-(4-bromophenyl)-5-methyl-4-(2-methylpropanoyl)piperazine-1-carboxylate